NC1=NC=CC=C1C=1N(C2=NC=NC(=C2N1)O)C1=CC=C(C=C1)CO 8-(2-aminopyridin-3-yl)-9-(4-(hydroxymethyl)phenyl)-9H-purin-6-ol